O1CN(C=C1)OC=1C=C2C(=NC=3N(C2=CC1)C=NC3)N 7-[(3S)-Oxazol-3-yloxy]Imidazo[1,5-a]Quinazolin-5-amine